C(CCCCCCC(=O)OCC(COC(CCCCCCC(=O)OC(CCCCCCCC)CCCCCCCC)=O)OC(CCCN(C)C)=O)(=O)OCC(CCCCCC)CCCC 1-(2-butyloctyl) 8-(2-((4-(dimethylamino) butanoyl) oxy)-3-((8-(heptadecan-9-yloxy)-8-oxooctanoyl) oxy) propyl) suberate